C(C)(C)(C)NC(=O)[C@@H](C)C1=CC=C(C=C1)C1=C(N=CS1)C t-butyl-(S)-(1-(4-(4-methylthiazol-5-yl)phenyl)ethyl)carboxamide